4-((6-Chloropyrimidin-4-yl)ethynyl)-5-methyl-1-(6-methylpyridin-3-yl)-1H-imidazole-2-carboxamide ClC1=CC(=NC=N1)C#CC=1N=C(N(C1C)C=1C=NC(=CC1)C)C(=O)N